BrC=1C=CC2=C(N=C(O2)C2CCC(CC2)N(CC)CC)C1 4-(5-bromobenzo[d]oxazol-2-yl)-N,N-diethylcyclohexylamine